FC1=CC=C(C=C1)C[C@@H](C(=O)OC)NC(CC1CCN(CC1)C(CCC1=CC(=CC=C1)F)=O)=O Methyl (S)-3-(4-fluorophenyl)-2-(2-(1-(3-(3-fluorophenyl)propanoyl)piperidin-4-yl)acetamido)propanoate